ClC1=NC=C(C(=C1)C1=C(C=NC(=C1)C)C(=O)NC=1SC(=NN1)C1C(C1)C(F)F)OC 2'-chloro-N-(5-(2-(difluoromethyl)cyclopropyl)-1,3,4-thiadiazol-2-yl)-5'-methoxy-6-methyl-(4,4'-bipyridine)-3-carboxamide